5-((R)-2-(5-fluoropyridin-3-yl)pyrrolidin-1-yl)-N-(2-hydroxy-3-methoxypropyl)pyrazolo[1,5-a]pyrimidine-3-carboxamide FC=1C=C(C=NC1)[C@@H]1N(CCC1)C1=NC=2N(C=C1)N=CC2C(=O)NCC(COC)O